2-(4-((1-(4-(2,6-dioxopiperidin-3-yl)pyridin-2-yl)piperidin-4-yl)methyl)piperazin-1-yl)-N-methylpropanamide O=C1NC(CCC1C1=CC(=NC=C1)N1CCC(CC1)CN1CCN(CC1)C(C(=O)NC)C)=O